1-(4-(3-(6-(((3S,4S)-3-fluoropiperidin-4-yl)-amino)pyridin-2-yl)-7-methoxyimidazo[1,2-a]-pyridin-6-yl)-1H-pyrazol-1-yl)-2-methyl-propan-2-ol F[C@H]1CNCC[C@@H]1NC1=CC=CC(=N1)C1=CN=C2N1C=C(C(=C2)OC)C=2C=NN(C2)CC(C)(O)C